Benzylimidazo[4,5-b]pyridin-5-amine C(C1=CC=CC=C1)C1=NC=2C(NC(=CC2)N)=N1